C(C)C1=CC=C2C(=CNC2=C1)C=O 6-ETHYLINDOLE-3-CARBOXALDEHYDE